4-chloro-7,8-difluoroquinazoline ClC1=NC=NC2=C(C(=CC=C12)F)F